4-bromo-1-methyl-3-(1-phenylethyl)-1H-pyrazole BrC=1C(=NN(C1)C)C(C)C1=CC=CC=C1